COCC=1C=C(C=CC1)C1=COC=2C1=NC=C(C2)C2=CC=C(C=C2)N2CCN(CC2)C(=O)OC(C)(C)C tert-butyl 4-(4-(3-(3-(methoxymethyl)phenyl)furo[3,2-b]pyridin-6-yl)phenyl)piperazine-1-carboxylate